(4-(tert-Butoxymethyl)-2-chloropyrimidin-5-yl)ethanol C(C)(C)(C)OCC1=NC(=NC=C1C(C)O)Cl